(cis)-3-((tert-butoxycarbonyl)amino)cyclobutanecarboxylic acid C(C)(C)(C)OC(=O)N[C@H]1C[C@H](C1)C(=O)O